FC=1C=CC(=NC1)[C@@H](CC)OC=1C=2N(C=C(C1)C=1C=NN(C1C)C1CCC(CC1)O)N=CC2C#N 4-[(1R)-1-(5-fluoro-2-pyridyl)propoxy]-6-[1-(4-hydroxycyclohexyl)-5-methyl-pyrazol-4-yl]pyrazolo[1,5-a]pyridine-3-carbonitrile